CC1(CN(CCC1)C1=NNC=C1NC(=O)C=1C=NN2C1N=CC=C2)C N-(3-(3,3-dimethylpiperidin-1-yl)-1H-pyrazol-4-yl)pyrazolo[1,5-a]pyrimidine-3-carboxamide